3-ethyl-7-(hydroxymethyl-d2)-1,5-naphthyridin-2(1H)-one C(C)C=1C(NC2=CC(=CN=C2C1)C([2H])([2H])O)=O